(4-(4-fluorophenyl)-3,4-dihydropyrido[3,4-b]pyrazine-1(2H)-yl)(3-hydroxypyrrolidin-1-yl)methanone FC1=CC=C(C=C1)N1C2=C(N(CC1)C(=O)N1CC(CC1)O)C=CN=C2